[Br-].Cl hydrochloric acid bromide salt